(E)-1-(2,4-Dimethoxyphenyl)-3-[4-[2-[[(1R,4S,5R,8S,9R,10S,12R,13R)-1,5,9-trimethyl-11,14,15,16-tetraoxatetracyclo[10.3.1.04,13.08,13]hexadecan-10-yl]oxy]ethoxy]phenyl]prop-2-en-1-one COC1=C(C=CC(=C1)OC)C(\C=C\C1=CC=C(C=C1)OCCO[C@@H]1[C@@H]([C@@H]2CC[C@H]([C@@H]3CC[C@]4(OO[C@]32[C@H](O1)O4)C)C)C)=O